(S)-4-(4-(4-propenoyl-2-methylpiperazin-1-yl)-6-fluoro-7-(2-fluorophenyl)-2-oxopyrido[2,3-d]pyrimidin-1(2H)-yl)-3,5-dimethylbenzonitrile C(C=C)(=O)N1C[C@@H](N(CC1)C=1C2=C(N(C(N1)=O)C1=C(C=C(C#N)C=C1C)C)N=C(C(=C2)F)C2=C(C=CC=C2)F)C